FC=1C=C(NC(C)C=2C=C(C=C3C(C=C(OC23)N2CCOCC2)=O)CC(=O)OC)C=C(C1)F methyl 2-[8-[1-(3,5-difluoroanilino)ethyl]-2-morpholino-4-oxo-chromen-6-yl]acetate